C1(CC1)[C@H](C)NC1=NN2C(C=N1)=C(C=C2)C2=CC=C1C(=N2)N(C(=N1)C)CCF (S)-N-(1-cyclopropylethyl)-5-(3-(2-fluoroethyl)-2-methyl-3H-imidazo[4,5-b]pyridin-5-yl)pyrrolo[2,1-f][1,2,4]triazin-2-amine